ethyl-5-(tert-butoxycarbonylamino)-2-(1-tert-butoxycarbonyl-4-piperidyl)pyrazol C(C)C=1N(N=C(C1)NC(=O)OC(C)(C)C)C1CCN(CC1)C(=O)OC(C)(C)C